(7R,8R)-8-Hydroxy-7-((R)-5H-imidazo[5,1-a]isoindol-5-yl)-5,6,7,8-tetrahydrochinolin-3-carbonitril O[C@@H]1[C@H](CCC=2C=C(C=NC12)C#N)[C@H]1N2C(C3=CC=CC=C13)=CN=C2